C1(CCCC1)NC=1C=C(C=C2C(=C(NC12)C1=CC=CC=C1)C(C(F)(F)F)O)COCC 1-(7-(cyclopentylamino)-5-(ethoxymethyl)-2-phenyl-1H-indol-3-yl)-2,2,2-trifluoroethan-1-ol